4-(6-(3-(4-cyanophenoxy)azetidin-1-yl)pyridin-3-yl)-6-(2-hydroxy-2-methylpropoxy)pyrazolo[1,5-a]pyridine-3-carbonitrile C(#N)C1=CC=C(OC2CN(C2)C2=CC=C(C=N2)C=2C=3N(C=C(C2)OCC(C)(C)O)N=CC3C#N)C=C1